ClC=1C=C2C(=NC=NC2=C(C1)C(F)(F)F)N[C@@H](C)C1=NC=NN1C1=CC(=NC=N1)NC(OC)=O methyl N-[6-[5-[(1S)-1-[[6-chloro-8-(trifluoromethyl)quinazolin-4-yl]amino]ethyl]-1,2,4-triazol-1-yl]pyrimidin-4-yl]carbamate